(E)-3-(3,4-dihydroxyphenyl)-1-(2,4,6-trihydroxyphenyl)prop-2-en-1-one OC=1C=C(C=CC1O)/C=C/C(=O)C1=C(C=C(C=C1O)O)O